C\C(=C/CCC(=C)C1CC1)\CCC=C(C)C (E)-(6,10-dimethylundec-1,5,9-trien-2-yl)cyclopropane